pyrido[3,2-d]pyrimidine-8-carboxamide N1=CN=CC2=C1C(=CC=N2)C(=O)N